NC=1C=C(C(=NC1)N1N=CC(=C1)C#N)Cl 1-(5-amino-3-chloro-2-pyridinyl)pyrazole-4-carbonitrile